1,3-diphenylpyrazolecarboxylic acid C1(=CC=CC=C1)N1NC(C=C1)(C(=O)O)C1=CC=CC=C1